ClC1=CC=C(C=C2C(N(C(C2)=O)C2=CC=C(C=C2)C2=CC=NC=C2)=O)C=C1 3-(4-chlorobenzylidene)-1-(4-(pyridin-4-yl)phenyl)pyrrolidine-2,5-dione